C(C)C1(CCCC1)OC(C)OC(=O)C1C2C=CC(C1)C2 5-(1-(1-ethylcyclopentyloxy)ethoxycarbonyl)-bicyclo[2.2.1]Hept-2-ene